pyrrolo[3,4-d]thiazole S1CN=C2C1=CN=C2